diglycolic acid anhydride C1(COCC(=O)O1)=O